4-Methyl-6-(1-methyl-1H-pyrazol-4-yl)pyridin-3-amine CC1=C(C=NC(=C1)C=1C=NN(C1)C)N